2-[3-(4-bromophenyl)-4-methyl-2-oxobenzimidazol-1-yl]acetic acid ethyl ester C(C)OC(CN1C(N(C2=C1C=CC=C2C)C2=CC=C(C=C2)Br)=O)=O